(6Z,9Z,3S,4R)-3,4-epoxy-octadecadiene C=CC1=C(CCCCCCCCCCCCCC)O1